Ethyl (R)-3-((5-bromo-4-fluoro-2-nitrophenyl)amino)-3-(2-chloro-6-(trifluoromethoxy)-phenyl)propanoate BrC=1C(=CC(=C(C1)N[C@H](CC(=O)OCC)C1=C(C=CC=C1OC(F)(F)F)Cl)[N+](=O)[O-])F